3-(2-methyl-5-(8-(4-(oxetan-3-yl)piperazin-1-yl)octyl)-4-oxoquinazolin-3(4H)-yl)piperidine-2,6-dione CC1=NC2=CC=CC(=C2C(N1C1C(NC(CC1)=O)=O)=O)CCCCCCCCN1CCN(CC1)C1COC1